1-(3-chloro-4-hydroxyphenyl)ethanone ClC=1C=C(C=CC1O)C(C)=O